tert-butyl (R)-7-(hydroxymethyl)-6-(4-(((S)-5-methyl-1-(methylamino)-1-oxohexan-3-yl)amino)-5,6,7,8-tetrahydroquinazolin-2-yl)-2,6-diazaspiro[3.4]octane-2-carboxylate OC[C@@H]1N(CC2(CN(C2)C(=O)OC(C)(C)C)C1)C1=NC=2CCCCC2C(=N1)N[C@H](CC(=O)NC)CC(C)C